N-[[4-(4-methylthiazol-5-yl)phenyl]methyl]cyclopentanamine CC=1N=CSC1C1=CC=C(C=C1)CNC1CCCC1